C(C)(C)(C)OC(=O)[C@H](CCC(NCCOCCOCC(NCCOCCOCC(=O)O)=O)=O)NC(=O)CCCCCCCCCCCCC 13-{(S)-1-tert-Butoxycarbonyl-3-[2-(2-{[2-(2-carboxymethoxy-ethoxy)-ethylcarbamoyl]-methoxy}-ethoxy)-ethylcarbamoyl]-propylcarbamoyl}-tridecane